FC(C1=NN(C=C1C(=O)N1[C@@H](C2=C(CC1)NC=N2)C=2SC1=C(N2)C(=CC=C1)F)C)F (S)-(3-(difluoromethyl)-1-methyl-1H-pyrazol-4-yl)(4-(4-fluorobenzo[d]thiazol-2-yl)-6,7-dihydro-1H-imidazo[4,5-c]pyridin-5(4H)-yl)methanone